methyl N6-(L-lysyl)-N2-(3-(4'-(4-(3-(3,5-diamino-6-chloropyrazine-2-carbonyl)guanidino)butyl)-[1,1'-biphenyl]-4-yl)propanoyl)-L-lysinate N[C@@H](CCCCN)C(=O)NCCCC[C@H](NC(CCC1=CC=C(C=C1)C1=CC=C(C=C1)CCCCNC(=N)NC(=O)C1=NC(=C(N=C1N)N)Cl)=O)C(=O)OC